benzofuran-2-yl-boric acid O1C(=CC2=C1C=CC=C2)OB(O)O